ClC1=C2C(=CC(=CC2=CC=C1)O)C1=C(C=C2C(=NC(=NC2=C1F)OCC12CCCN2CC(C1)C(F)F)N1C[C@@]2(CC[C@H](C1)N2)C)F 5-chloro-4-(2-((2-(difluoromethyl)tetra-hydro-1H-pyrrolizin-7a(5H)-yl)methoxy)-6,8-difluoro-4-((1S,5R)-1-methyl-3,8-diazabicyclo-[3.2.1]octan-3-yl)-quinazolin-7-yl)naphthalen-2-ol